(vinylamine) hydrochloride Cl.C(=C)N